4-(2-((1-(3-(2,6-dioxopiperidin-3-yl)-4-oxo-3,4-dihydrobenzo[d][1,2,3]triazin-6-yl)piperidin-4-yl)oxy)ethyl-piperazin-1-yl)benzamide O=C1NC(CCC1N1N=NC2=C(C1=O)C=C(C=C2)N2CCC(CC2)OCCC2N(CCNC2)C2=CC=C(C(=O)N)C=C2)=O